OC=1NC2=NC=CC=C2C1 hydroxy-7-azaindole